(S)-2-((4-((2-hydroxy-1-phenylethyl)amino)-5-(3-(quinuclidin-4-yl)-1,2,4-oxadiazol-5-yl)pyrimidin-2-yl)amino)-7,7-dimethyl-6,7-dihydro-5H-pyrrolo[3,4-b]pyridin-5-one OC[C@H](C1=CC=CC=C1)NC1=NC(=NC=C1C1=NC(=NO1)C12CCN(CC1)CC2)NC2=CC=C1C(=N2)C(NC1=O)(C)C